2-(5-(4-fluorophenyl)-3-(2-bromophenyl)-4,5-dihydro-1H-pyrazol-1-yl)-4-methylthiazole FC1=CC=C(C=C1)C1CC(=NN1C=1SC=C(N1)C)C1=C(C=CC=C1)Br